4,4'-dichloro-2,2'-bipyridine ClC1=CC(=NC=C1)C1=NC=CC(=C1)Cl